4-chloro-3-iodo-1-(tetrahydro-2H-pyran-2-yl)-1H-pyrazolo[3,4-b]pyridine ClC1=C2C(=NC=C1)N(N=C2I)C2OCCCC2